BrC=1C=C(C(=CC1)N[C@H]1COCC1)N (R)-4-bromo-N1-(tetrahydrofuran-3-yl)benzene-1,2-diamine